FC1(CCC2=C1N=C(N=C2C=2C=C1CC[C@@]3(NC(OC3)=O)C1=CC2)N2[C@H]([C@@H](C2)O)C)F (R)-5-(7,7-difluoro-2-((2S,3R)-3-hydroxy-2-methylazetidin-1-yl)-6,7-dihydro-5H-cyclopenta[d]pyrimidin-4-yl)-2,3-dihydrospiro[indene-1,4'-oxazolidin]-2'-one